2-[6-[rac-(3aR,7aS)-6-methyl-3,3a,4,5,7,7a-hexahydro-2H-pyrrolo[2,3-c]pyridin-1-yl]pyridazin-3-yl]-5-chloro-3-ethyl-phenol CN1C[C@@H]2[C@H](CC1)CCN2C2=CC=C(N=N2)C2=C(C=C(C=C2CC)Cl)O |r|